2,4-Dimethyl-pyridine CC1=NC=CC(=C1)C